COC DiMethyl Ether